O=C1NC(CCC1N1C(C2=CC=C(C=C2C1=O)N1CCN(CC1)CC1CCN(CC1)C1CCN(CC1)C(=O)OC(C)(C)C)=O)=O tert-butyl 4-((4-(2-(2,6-dioxopiperidin-3-yl)-1,3-dioxoisoindolin-5-yl)piperazin-1-yl)methyl)-[1,4'-bipiperidine]-1'-carboxylate